C(C)(C)(C)[Si](OC1CCC(CC1)COC1=C(C=C(C=C1)S(=O)(=O)N)[N+](=O)[O-])(C)C 4-((4-((tertbutyldimethylsilyl)oxy)cyclohexyl)methoxy)-3-nitrobenzenesulfonamide